(3R)-3-({2-[4-(methylsulfanyl)phenyl][1,2,4]triazolo[1,5-c]quinazolin-5-yl}amino)azepan-2-one CSC1=CC=C(C=C1)C1=NN2C(=NC=3C=CC=CC3C2=N1)N[C@H]1C(NCCCC1)=O